C1=NC=CC=2NC=3C=C(C=CC3C21)C=2C=CC(=NC2)OC2CC(C2)OCCN2CCN(CC2)CCCCCOC=2C=C1C(N(C(C1=CC2)=O)C2C(NC(CC2)=O)=O)=O 5-((5-(4-(2-((1s,3s)-3-((5-(5H-pyrido[4,3-b]indol-7-yl)pyridin-2-yl)oxy)cyclobutoxy)ethyl)piperazin-1-yl)pentyl)oxy)-2-(2,6-dioxopiperidin-3-yl)isoindoline-1,3-dione